BrC1=NC=CC(=C1)N1N=CC=2C(NCCC21)=O 1-(2-bromopyridin-4-yl)-1,5,6,7-tetrahydro-4H-pyrazolo[4,3-c]pyridin-4-one